FC1(C(C1)CC(C(=O)O)=O)F (2,2-difluorocyclopropyl)-2-oxopropanoic acid